ClC1=C2C(=NC=C1OC1=CC(=NC=C1)NC(CO)=O)N=C(N2C)NC=2C(N(C=C(C2)C(F)(F)F)C)=O N-(4-((7-chloro-1-methyl-2-((1-methyl-2-oxo-5-(trifluoromethyl)-1,2-dihydropyridin-3-yl)amino)-1H-imidazo[4,5-b]pyridin-6-yl)oxy)pyridin-2-yl)-2-hydroxyacetamide